NC1=C(C(=NC=N1)OC1=C(C=C(C=C1)NC(=O)C=1C(N(C=CC1)C1=CC=C(C=C1)F)=O)F)Cl N-(4-((6-amino-5-chloropyrimidin-4-yl)oxy)-3-fluorophenyl)-1-(4-fluorophenyl)-2-oxo-1,2-dihydropyridine-3-carboxamide